1-(3-sulfopropyl)-2-vinylpyridinium S(=O)(=O)(O)CCC[N+]1=C(C=CC=C1)C=C